ClC1=CC(=C(C=C1)NC(=O)C1=NC(=CN=C1)C=1C=NC(=CC1)C(F)(F)F)OC N-(4-chloro-2-methoxyphenyl)-6-(6-(trifluoromethyl)pyridin-3-yl)pyrazine-2-carboxamide